C([C@H]([C@H]([C@@H](C=O)O)O)O)OP(=O)([O-])[O-] The molecule is an organophosphate oxoanion that is the dianion of D-arabinose 5-phosphate arising from deprotonation of both phosphate OH groups; major species at pH 7.3. It has a role as an Escherichia coli metabolite. It is a conjugate base of an aldehydo-D-arabinose 5-phosphate.